cyclopentylmethaneamine C1(CCCC1)CN